butenylpyridine C(=CCC)C1=NC=CC=C1